C1(CC1)CN1N=C(C=C1)S(=O)(=O)NC(NC1=C2CCCC2=CC(=C1C1=CC=2N(C=C1)N=CC2)F)=O 1-(cyclopropylmethyl)-N-((6-fluoro-5-(pyrazolo[1,5-a]pyridin-5-yl)-2,3-dihydro-1H-inden-4-yl)carbamoyl)-1H-pyrazole-3-sulfonamide